FC1=CC2=C(C(=NO2)C2CCN(CC2)CCC2=C(N=C3N(C2=O)CCCC3)C)C=C1 3-[2-[4-(6-fluoro-1,2-benzisoxazol-3-yl)-1-piperidinyl]ethyl]-6,7,8,9-tetrahydro-2-methyl-4H-pyrido[1,2-a]pyrimidin-4-one